6-bromo-5-((trimethylsilyl)ethynyl)pyridin-3-amine BrC1=C(C=C(C=N1)N)C#C[Si](C)(C)C